Sodium pentanesulfonate C(CCCC)S(=O)(=O)[O-].[Na+]